Cl.CC=1N=C2N(C=C(C=C2C)C2=CC3=C(N=C(S3)C3CCNCC3)C=C2)C1 6-(2,8-dimethylimidazo[1,2-a]pyridin-6-yl)-2-(piperidin-4-yl)-1,3-benzothiazole hydrochloride